(2S,3aS,6aS)-octahydrocyclopenta[b]-pyrrole-2-carboxylic acid N1[C@@H]2[C@H](C[C@H]1C(=O)O)CCC2